COC(CC(=O)C)=O Acetoacetic acid methyl ester